N1CCC(CC1)N1CCC(CC1)C=1C=C2C3=C(NC2=CC1)N=NC(=C3)C3=C(C=CC=C3)O 2-[6-[1-(4-piperidyl)-4-piperidyl]-9H-pyridazino[3,4-b]indol-3-yl]phenol